N1N=CC=C1C(C)=O 1-(1H-pyrazol-5-yl)ethan-1-one